C(CCC(=O)O)(=O)O.CN(CCC1=CNC2=CC=CC=C12)C.CN(CCC1=CNC2=CC=CC=C12)C N,N-Dimethyltryptamine hemisuccinate